FC(CN1N=NC2=C1C=C(C=C2)C=2C=C(N1N=C(N=C(C12)OC)N[C@@H]1[C@@H](CN(CC1)C(C([2H])([2H])[2H])=O)F)[2H])F 1-((3R,4S)-4-((5-(1-(2,2-difluoroethyl)-1H-benzo[d][1,2,3]triazol-6-yl)-4-methoxypyrrolo[2,1-f][1,2,4]triazin-2-yl-7-d)amino)-3-fluoropiperidin-1-yl)ethan-1-one-2,2,2-d3